butyl ether phosphonium salt [PH4+].C(CCC)OCCCC